3-hydroxy-4-(4-ethyl-anilino)butyryl-hydrazine OC(CC(=O)NN)CNC1=CC=C(C=C1)CC